bis(1,2-diphenyl-1H-benzimidazole) iridium (III) [Ir+3].C1(=CC=CC=C1)N1C(=NC2=C1C=CC=C2)C2=CC=CC=C2.C2(=CC=CC=C2)N2C(=NC1=C2C=CC=C1)C1=CC=CC=C1